C(C)C(=CC(=O)O)CC 3-ETHYLPENT-2-ENOIC ACID